N-(2-((4-(2-(((3-Fluoropyridin-4-yl)methyl)((1-methyl-1H-indazol-5-yl)methyl)amino)ethyl)phenyl)carbamoyl)-4,5-dimethoxyphenyl)-4-oxo-4H-chromene-2-carboxamide FC=1C=NC=CC1CN(CCC1=CC=C(C=C1)NC(=O)C1=C(C=C(C(=C1)OC)OC)NC(=O)C=1OC2=CC=CC=C2C(C1)=O)CC=1C=C2C=NN(C2=CC1)C